CN1C2=CC=CC=C2C(C12NC1=C(OC2)C2=CC=CC=C2C=2C=CC=CC21)(C)C 1,3-dihydro-1,3,3-trimethylspiro[2H-indole-2,3'-[3H]phenanthro[9,10-b](1,4)oxazine]